13-(1-(tert-butoxycarbonyl)piperidin-4-yl)-2,2-dimethyl-4,14-dioxo-3,7,10-trioxa-13-aza-heptadecane C(C)(C)(C)OC(=O)N1CCC(CC1)N(CCOCCOCCC(OC(C)(C)C)=O)C(CCC)=O